F.F.Cl.Cl dihydrochloride, dihydrofluoride